(1s,3s)-3-(2-cyanoacetyl)cyclobutyl 1,2,2-trimethylhydrazine-1-carboxylate CN(N(C)C)C(=O)OC1CC(C1)C(CC#N)=O